2-Ethoxy-4-fluoro-N-phenethyl-1H-benzo[d]imidazole-1-carboxamide C(C)OC1=NC2=C(N1C(=O)NCCC1=CC=CC=C1)C=CC=C2F